C1(=CC=CC=C1)[C@H](C)N1N=NN=C1[C@H](N1CCC(CC1)N1C(NC2=C1C=CC=C2)=O)C2=CSC=C2 1-{1-[(R)-{1-[(1S)-1-phenylethyl]-1H-1,2,3,4-tetrazol-5-yl}(thiophen-3-yl)methyl]piperidin-4-yl}-2,3-dihydro-1H-1,3-benzodiazol-2-one